N-[5-bromo-2-(2-fluorophenyl)phenyl]furan-3-carboxamide BrC=1C=CC(=C(C1)NC(=O)C1=COC=C1)C1=C(C=CC=C1)F